FC(S(=O)(=O)OC1=C(C=CC2=C1SC=1N=C(N(C(C12)=O)CC1=CN=CO1)C1=C(C=C(C=C1)OC)C1CC1)Br)(F)F 7-bromo-2-(2-cyclopropyl-4-methoxyphenyl)-3-(oxazol-5-ylmethyl)-4-oxo-3,4-dihydrobenzo[4,5]thieno[2,3-d]pyrimidin-8-yl trifluoromethanesulfonate